(4-methyl-piperazin-1-yl)-(4-nitro-phenyl)-methanone CN1CCN(CC1)C(=O)C1=CC=C(C=C1)[N+](=O)[O-]